FC(C)(F)C1=CC=C(C=N1)[C@@H]1COC2=C(O1)C(=CC(=C2)CN2C=NC=1C2=NC=CC1)OC (R)-3-((2-(6-(1,1-difluoroethyl)pyridin-3-yl)-8-methoxy-2,3-dihydrobenzo[b][1,4]dioxin-6-yl)methyl)-3H-imidazo[4,5-b]pyridine